(1S,4R)-4-[[[(5S)-3-(3,5-difluorophenyl)-5-vinyl-4H-1,2-oxazol-5-yl]carbonyl]amino]cyclopent-2-ene-1-carboxylic acid methyl ester COC(=O)[C@@H]1C=C[C@@H](C1)NC(=O)[C@]1(CC(=NO1)C1=CC(=CC(=C1)F)F)C=C